(2-(Trimethylsilyl)ethoxymethyl)-1H-pyrazolo[4,3-c]pyridazin-6(5H)-one C[Si](CCOCN1N=CC2=NNC(C=C21)=O)(C)C